CN1CC(=NC2=CC=CC=C12)SC1=CC=CC=C1 1-methyl-3-(phenylthio)quinoxalin